(3-ethyl-6-methoxybenzo[d]isoxazol-5-yl)-2-methoxybenzenesulfonamide C(C)C1=NOC2=C1C=C(C(=C2)OC)C=2C(=C(C=CC2)S(=O)(=O)N)OC